2-(azidomethyl)-6-cyclopropyl-8-fluoroimidazo[1,2-a]pyridine N(=[N+]=[N-])CC=1N=C2N(C=C(C=C2F)C2CC2)C1